IMIDAZOLIDIN-2,4-DION N1C(NC(C1)=O)=O